COCN1C(CNCCN(CCCNC(C(N(CCCC1)C)C)C)C)C (methoxymethyl)-2,7,12,13,14-pentamethyl-1,4,7,11,14-pentaazacyclooctadecane